2-((1H-pyrazol-3-yl)methyl)-4,6-dibenzyl-4H-thiazolo[5',4':4,5]pyrrolo[2,3-d]pyridazin-5(6H)-one N1N=C(C=C1)CC=1SC2=C(N(C=3C(N(N=CC32)CC3=CC=CC=C3)=O)CC3=CC=CC=C3)N1